CC(C)CCC[C@@H](C)[C@H]1CC[C@H]2[C@@H]3[C@@H](C=C4C[C@H](CC[C@]4(C)[C@H]3CC[C@]12C)O)O cholest-5-ene-3β,7α-diol